C(CCCCCCCCCCC)SC(CC(=O)C1C(C=CCC1(C)C)C)C 3-(Dodecylthio)-1-(2,6,6-trimethyl-3-cyclohexen-1-yl)-1-butanone